5-(di-tert-butylfluorosilyl)-6-methoxypyridine C(C)(C)(C)[Si](C=1C=CC=NC1OC)(F)C(C)(C)C